3-[2-(2-propoxyethoxy)ethoxy]propionic acid C(CC)OCCOCCOCCC(=O)O